ClC=1C=C(C(=NC1)OC1=NC=2N(C=C1)N=C(C2F)C(=O)NC2(CCS(CC2)(=O)=O)C)OCC(F)F 5-((5-Chloro-3-(2,2-difluoroethoxy)pyridin-2-yl)oxy)-3-fluoro-N-(4-methyl-1,1-dioxidotetrahydro-2H-thiopyran-4-yl)pyrazolo[1,5-a]pyrimidine-2-carboxamide